O=C1NC(CCC1N1C(C2=CC=C(C=C2C1=O)OC[C@@H]1C[C@H](CN1C)N1CCN(CC1)C(=O)OCC1=CC=CC=C1)=O)=O benzyl 4-[(3R,5S)-5-[[2-(2,6-dioxo-3-piperidyl)-1,3-dioxo-isoindolin-5-yl]oxymethyl]-1-methyl-pyrrolidin-3-yl]piperazine-1-carboxylate